[Si](C)(C)(C(C)(C)C)N=S1(NC(C2=C1C=CC(=C2)CN(C)C)=O)=O 1-((tert-butyldimethylsilyl)imino)-5-((dimethylamino)methyl)-1,2-dihydro-3H-1λ4-benzo[d]isothiazol-3-one 1-oxide